CC=1N=C(NC1C)C1=NC=CC(=C1)C=1C=NC=C(C1)C(=O)N1CCOCC1 (2'-(4,5-Dimethyl-1H-imidazol-2-yl)-3,4'-bipyridin-5-yl)(morpholino)methanon